C(C=C)[Si](C)(C)C(C)(C)C allyl-(t-butyl)dimethylsilicon